[P].S1C=CCC1 thioline phosphorus